4-ethoxy-N-(3-fluoro-4-{[2-(5-{[(2-methoxyethyl)amino]methyl}pyridin-2-yl)thieno[3,2-b]pyridin-7-yl]oxy}phenyl)-1-(3-methoxyphenyl)-2-oxo-1,2-dihydropyridine-3-carboxamide C(C)OC1=C(C(N(C=C1)C1=CC(=CC=C1)OC)=O)C(=O)NC1=CC(=C(C=C1)OC1=C2C(=NC=C1)C=C(S2)C2=NC=C(C=C2)CNCCOC)F